(S)-2-(3-(4-acryloylmorpholin-2-yl)-5-chlorophenyl)-N-methylisonicotinamide C(C=C)(=O)N1C[C@@H](OCC1)C=1C=C(C=C(C1)Cl)C=1C=C(C(=O)NC)C=CN1